ClC1=C(C(=CC=C1)Cl)CC(=O)NC1=CC(=C(C=C1)N1N=CC(=C1)F)S(N)(=O)=O 2-(2,6-dichlorophenyl)-N-[4-(4-fluoro-1H-pyrazol-1-yl)-3-sulfamoylphenyl]acetamide